4-((R)-1-(5-fluoropyridin-2-yl)ethoxy)-6-(1-(1-((S)-2-hydroxypropanoyl)-piperidin-4-yl)-1H-pyrazol-4-yl)pyrazolo[1,5-a]pyridine-3-carbonitrile FC=1C=CC(=NC1)[C@@H](C)OC=1C=2N(C=C(C1)C=1C=NN(C1)C1CCN(CC1)C([C@H](C)O)=O)N=CC2C#N